11-chlorobenzo[4,5]thieno[2,3-g]naphtho[1,2-b]benzofuran ClC1=CC2=C(C3=C(C=CC=4C5=C(OC43)C=4C=CC=CC4C=C5)S2)C=C1